C(C1=CC=CC=C1)N1C(O[C@@H]([C@H]1CO)C)=O (4R,5R)-3-benzyl-4-(hydroxymethyl)-5-methyloxazolidin-2-one